COC1=C(C=C2C(=NC=NC2=C1)C=1C(=NN(C1)C)C1=CC=CC=C1)C=1CN(CC1)C 7-methoxy-6-(1-methyl-2,5-dihydro-1H-pyrrol-3-yl)-4-(1-methyl-3-phenyl-1H-pyrazol-4-yl)quinazoline